1,2,3-trichloro-5-vinylbenzene ClC1=C(C(=CC(=C1)C=C)Cl)Cl